C(CC)C(C(C(=O)O)(S(=O)(=O)O)CCCCCCC)(C(=O)O)CCC dipropylheptyl-sulfosuccinic acid